[W](Cl)(Cl)(Cl)(Cl)(Cl)Cl tungsten(VI) chloride